((E)-4,7-dimethyldeca-3,7-dien-1-yl)-3-hydroxy-2-methyl-5-(((morpholinosulfonyl)oxy)-7-oxo-3,4,7,9-tetrahydropyrano[2,3-E]isoindol-8(2H)-yl)pentanoic acid C\C(=C/CCC(C(=O)O)(C(CCN1C(C2=CC=C3C(=C2C1)OC(CC3)OS(=O)(=O)N3CCOCC3)=O)O)C)\CCC(=CCC)C